(S)-N-(1-(2-chloro-3-methylphenyl)-1,4,5,7-tetrahydropyrano[3,4-c]pyrazol-4-yl)-4,5,6,7-tetrahydro-1H-indazole-3-carboxamide ClC1=C(C=CC=C1C)N1N=CC2=C1COC[C@H]2NC(=O)C2=NNC=1CCCCC21